BrC=1C(=NC=C(C1)Cl)C(C(=O)O)(C)C 2-(3-bromo-5-chloropyridin-2-yl)-2-methylpropanoic acid